Cl.F[C@@H]1C[C@H](NC1)C(=O)O (2S,4R)-4-fluoro-L-proline hydrochloride